4-(7,7-Difluoro-2-(methylsulfanyl)-6,7-dihydro-5H-cyclopenta[d]pyrimidin-4-yl)phenol FC1(CCC2=C1N=C(N=C2C2=CC=C(C=C2)O)SC)F